BrCC(C=C(C1=CC=CC=C1)C1=CC=CC=C1)Cl (4-bromo-3-chlorobut-1-ene-1,1-diyl)dibenzene